C(C)OC(\C=C\C1=CC2=C(N(N=N2)C(C)C)C=C1)=O.N[C@H]1CN(CCC1)C(=O)C1=CC=2N(C=C1)C(=C(N2)C2=C(C1=C(S2)C=CC=C1)CC)C (R)-(3-aminopiperidin-1-yl)(2-(3-ethylbenzo[b]thiophen-2-yl)-3-methylimidazo[1,2-a]pyridin-7-yl)methanone ethyl-(E)-3-(1-isopropyl-1H-benzo[d][1,2,3]triazol-5-yl)acrylate